ClC=1C(=NN(C1)C(F)F)C1(CC1)NC1=NC(=NC(=N1)C1=CC=C2C=NNC2=C1)N N4-[1-[4-chloro-1-(difluoromethyl)pyrazol-3-yl]cyclopropyl]-6-(1H-indazol-6-yl)-1,3,5-triazine-2,4-diamine